COCC(C)N1N=CC=2N=C(N=C(C21)N[C@H](C)C=2C=NC1=CC=CC=C1C2)N2CCN(CC2)C(C)=O 1-{4-[1-(2-Methoxy-1-methyl-ethyl)-7-((R)-1-quinolin-3-yl-ethylamino)-1H-pyrazolo[4,3-d]pyrimidin-5-yl]-piperazin-1-yl}-ethanon